((2S,4R)-4-amino-2-methyltetrahydro-2H-pyran-2-yl)((S)-1-(4-fluorophenyl)-3,4-dihydroisoquinolin-2(1H)-yl)methanone N[C@H]1C[C@@](OCC1)(C)C(=O)N1[C@H](C2=CC=CC=C2CC1)C1=CC=C(C=C1)F